4-(4-(((1-(dimethylamino)cyclopentyl)methyl)amino)-8-fluoro-2-(((2R,7aS)-2-fluorotetrahydro-1H-pyrrolizin-7a(5H)-yl)methoxy)pyrido[4,3-d]pyrimidin-7-yl)naphthalen-2-ol CN(C1(CCCC1)CNC=1C2=C(N=C(N1)OC[C@]13CCCN3C[C@@H](C1)F)C(=C(N=C2)C2=CC(=CC1=CC=CC=C21)O)F)C